BrC1=C(C(=O)NC2=C(C=CC=C2)Br)C=CC=C1 2-bromo-N-(2-bromophenyl)benzamide